5-(methylthio)-2-phenyl-3,6-dihydro-2H-1,4-oxazine CSC1=NCC(OC1)C1=CC=CC=C1